C1(CC1)OC1=NC=CC=C1C=1C=NN2C1N=C(C=C2)N2CCNCC2 3-[2-(cyclopropoxy)-3-pyridyl]-5-piperazin-1-yl-pyrazolo[1,5-a]pyrimidine